O1C(OC2=C1C=CC=C2)S2CSC1=C2C=CC=C1 3-benzodioxolyl-1,3-Benzodithiol